C(C1=CC=CC=C1)OC1CC(C1)N1N=CC=C1N 2-(3-benzyloxycyclobutyl)pyrazol-3-amine